CC1(CC(C2=C(C=CC=C12)N)C)C 1,1,3-trimethyl-4-aminoindane